6,6-dimethyl-1,4-oxazepan-5-one CC1(C(NCCOC1)=O)C